ClC1=CC(=C(CC2(CN(CC(O2)(C)C)CC2=CC=C(C=C2)OC)C)C(=C1)C)I 2-(4-chloro-2-iodo-6-methylbenzyl)-4-(4-methoxybenzyl)-2,6,6-trimethylmorpholine